2-(3-(2-Methoxyethoxy)phenyl)oxazol COCCOC=1C=C(C=CC1)C=1OC=CN1